1-[4-(1-methyl-1H-benzimidazol-2-yloxy)-3-methoxyphenyl]-3-(trifluoromethyl)pentan-3-ol CN1C(=NC2=C1C=CC=C2)OC2=C(C=C(C=C2)CCC(CC)(O)C(F)(F)F)OC